tertiary-butyl acetate C(C)(=O)OC(C)(C)C